CC(C=O)C(CC)=O 2-methyl-3-oxovaleraldehyde